NC1=C(C(=NC=N1)NCC1CCN(CC1)C(=O)OC(C)(C)C)C1=CC=C(C=C1)OC1=CC=CC=C1 tert-butyl 4-(((6-amino-5-(4-phenoxyphenyl) pyrimidin-4-yl)amino)methyl)piperidine-1-carboxylate